F[C@@H]1[C@@H](CCNC12CCC2)N2CCC1=C2N=NC(=C1)C=1C(=CC2=C(N=C(S2)C)C1)O 5-{7-[(8R,9R)-9-fluoro-5-azaspiro[3.5]nonan-8-yl]-6,7-dihydro-5H-pyrrolo[2,3-c]pyridazin-3-yl}-2-methyl-1,3-benzothiazol-6-ol